BrC=1SC(=CN1)[C@H]1N([C@@H](CC2=C1NC1=CC=CC=C21)C)CC(C)(C)F 2-Bromo-5-((1S,3R)-2-(2-fluoro-2-methylpropyl)-3-methyl-2,3,4,9-tetrahydro-1H-pyrido[3,4-b]indol-1-yl)thiazole